C1(=CC(=CC=C1)NC(C1=C(C=CC=C1)NS(=O)(=O)C1=CC=C(C=C1)C)=O)C1=CC=CC=C1 N-([1,1'-biphenyl]-3-yl)-2-((4-methylphenyl)sulfonamido)benzamide